4-{1-[(2R)-4-(3,6-dicyano-1-methyl-2-oxo-1,2-dihydro-1,5-naphthyridin-4-yl)-2-methylpiperazin-1-yl]ethyl}benzoic acid C(#N)C=1C(N(C2=CC=C(N=C2C1N1C[C@H](N(CC1)C(C)C1=CC=C(C(=O)O)C=C1)C)C#N)C)=O